6-[5-(6-methyl-2-pyridyl)-1H-imidazol-4-yl]-3-[1-(3-piperidyl)pyrazol-4-yl]quinoline CC1=CC=CC(=N1)C1=C(N=CN1)C=1C=C2C=C(C=NC2=CC1)C=1C=NN(C1)C1CNCCC1